N[C@@]1(CN(CC1)CC1=CC=C(C(=C1)C1=CC(=C(C=C1)C#N)F)C1=C(C=C(C=C1)C)F)C (S)-5'-((3-amino-3-methylpyrrolidin-1-yl)methyl)-2'',3-difluoro-4''-methyl-[1,1':2',1''-terphenyl]-4-carbonitrile